3-(4-(4-acryloylpiperazin-1-yl)-6-chloroquinazolin-7-yl)-2-fluoro-N,N-dimethylbenzamide C(C=C)(=O)N1CCN(CC1)C1=NC=NC2=CC(=C(C=C12)Cl)C=1C(=C(C(=O)N(C)C)C=CC1)F